3-(2-((2RS,4RS)-4-((tert-butyldimethylsilyl)oxy)pyrrolidine-2-yl)-6-cyclopropyl-imidazo[1,2-a]pyridin-8-yl)-3-azabicyclo[3.1.0]hexan-2-one [Si](C)(C)(C(C)(C)C)O[C@@H]1C[C@@H](NC1)C=1N=C2N(C=C(C=C2N2C(C3CC3C2)=O)C2CC2)C1 |r|